CC(C(=O)O)CCC(=O)C=1SC=C(C1)Br.OC=1C(=C2C(C=C(OC2=CC1O)C1=CC=C(C=C1)OC)=O)OC 6,7-dihydroxy-5,4'-dimethoxyflavone methyl-5-(4-bromothien-2-yl)-5-oxopentanoate